OCC1=CC=C(C=C1)NC(=O)[C@H](C(C)C)NC(=O)[C@H]1N(CCC1)C([C@H](C)NC(OCC1C2=CC=CC=C2C=2C=CC=CC12)=O)=O 9H-fluoren-9-ylmethyl N-[(1S)-2-[(2S)-2-[[(1S)-1-[[4-(hydroxymethyl) phenyl] carbamoyl]-2-methyl-propyl] carbamoyl]pyrrolidin-1-yl]-1-methyl-2-oxo-ethyl]carbamate